1-methyl-2-oxo-1,2,3,4,6,7-hexahydro-[1,4]diazepin CN1C(CNCCC1)=O